dimethyl-dithiourethane CN(C(=S)SCC)C